N-((3R,5S)-5-(methoxymethyl)pyrrolidin-3-yl)-5-(3-(trifluoromethoxy)phenyl)oxazole-2-carboxamide trifluoroacetate FC(C(=O)O)(F)F.COC[C@@H]1C[C@H](CN1)NC(=O)C=1OC(=CN1)C1=CC(=CC=C1)OC(F)(F)F